3-(methylsulfonyl)-dihydrofuran-2(3H)-one CS(=O)(=O)C1C(OCC1)=O